CN1C=C(C=2C1=CN=C(C2)NC(C)=O)C2=NC(=CC1=C2OCC(O1)C([2H])([2H])[2H])SC N-(1-methyl-3-(2-(methyl-d3)-7-(methylthio)-2,3-dihydro-[1,4]dioxino[2,3-c]pyridin-5-yl)-1H-pyrrolo[2,3-c]pyridin-5-yl)acetamide